tert-butyl ((3S,5S)-1-(2-amino-5-(methylsulfonyl)phenyl)-5-(hydroxymethyl) pyrrolidin-3-yl)carbamate NC1=C(C=C(C=C1)S(=O)(=O)C)N1C[C@H](C[C@H]1CO)NC(OC(C)(C)C)=O